4-(5-amino-adamantan-2-yl)-N-(5-(3,5-difluorobenzyl)-1H-indol-3-yl)-2-(piperidin-4-ylamino)benzamide NC12CC3C(C(CC(C1)C3)C2)C2=CC(=C(C(=O)NC3=CNC1=CC=C(C=C31)CC3=CC(=CC(=C3)F)F)C=C2)NC2CCNCC2